CC1=CC=CC=C1NC(=S)N o-tolylthiourea